Cl.CC1=C(CNC(=O)C2=NC(=NO2)C2(CC2)C)C=CC(=C1)C1=C(C=NC=C1)N1CCNCC1 N-(2-methyl-4-(3-(piperazin-1-yl)pyridin-4-yl)benzyl)-3-(1-methylcyclopropyl)-1,2,4-oxadiazole-5-carboxamide hydrochloride